FC=1C(=NC(=CC1)OC)C1=CC=C(C=C1)CNC(=O)[C@@H]1N([C@@H](CN(C1)[C@H](CCOC)C1=NC=CC(=C1F)C)C)C(C(C)C)=O (2R,6R)-N-{[4-(3-fluoro-6-methoxypyridin-2-yl)phenyl]methyl}-4-[(1R)-1-(3-fluoro-4-methylpyridin-2-yl)-3-methoxypropyl]-6-methyl-1-(2-methylpropanoyl)piperazine-2-carboxamide